4-(5-bromo-2-fluorophenyl)tetrahydro-2H-pyran BrC=1C=CC(=C(C1)C1CCOCC1)F